O=C1NC(CCC1N1C(C=2C=CC=C(C2C1=O)C(=O)N)=O)=O 2-(2,6-dioxopiperidin-3-yl)-1,3-dioxoisoindole-4-carboxamide